3-(2-(1-Chloro-2-methylpropoxy)-2,2-diphenylacetoxy)spiro[bicyclo[3.2.1]octane-8,1'-pyrrolidin]-8-ium chloride [Cl-].ClC(C(C)C)OC(C(=O)OC1CC2CCC(C1)[N+]21CCCC1)(C1=CC=CC=C1)C1=CC=CC=C1